C(C1=CC=CC=C1)C1C(C(CC(C1)=O)=O)C1=CC=CC=C1 5-benzyl-4-phenylcyclohexane-1,3-dione